6-(Pyrrolidin-1-ylmethyl)-8-(4-(trifluoromethyl)phenyl)imidazo[1,2-a]pyrazine butyl-3-hydroxybutanoate C(CCC)OC(CC(C)O)=O.N1(CCCC1)CC=1N=C(C=2N(C1)C=CN2)C2=CC=C(C=C2)C(F)(F)F